C=CC(CCC=C(C)C)=C β-Myrcen